(S)-2-amino-N-(3-fluoro-4-(3-fluoro-5-methoxypyridin-4-yl)phenyl)-3,3-di-Phenyl-propionamide dihydrochloride Cl.Cl.N[C@H](C(=O)NC1=CC(=C(C=C1)C1=C(C=NC=C1OC)F)F)C(C1=CC=CC=C1)C1=CC=CC=C1